N-[2,5-difluoro-4-(trifluoromethyl)phenyl]-5-(3-furyl)-1H-pyrrole-3-sulfonamide FC1=C(C=C(C(=C1)C(F)(F)F)F)NS(=O)(=O)C1=CNC(=C1)C1=COC=C1